C(C=C)OC1=C(C=CC=C1)C(F)(F)F (allyloxy)(trifluoromethyl)benzene